[Si](C)(C)(C(C)(C)C)O[C@@H]1[C@H](C[C@H]([C@@H]1OC)N1C(NCC=C1)=O)/C=C/P(OCC)(OCC)=O Diethyl ((E)-2-((1R,2R,3S,4R)-2-((tert-butyldimethylsilyl)oxy)-3-methoxy-4-(2-oxo-3,4-dihydropyrimidin-1(2H)-yl)cyclopentyl)vinyl)phosphonate